F[C@@H]1CN(CC[C@H]1O)C=1C=CC(=NC1)NC=1C=CC(=C2CNC(C12)=O)C1=CN=C2N1C=CC(=C2)F 7-((5-((3R,4R)-3-fluoro-4-hydroxypiperidin-1-yl)pyridin-2-yl)amino)-4-(7-fluoroimidazo[1,2-a]pyridin-3-yl)isoindolin-1-one